C1(=CC=CC=C1)C1=NC(=NC(=N1)C1=CC=CC=C1)C=1C=C(C=CC1)C(C)=O 1-(3-(4,6-diphenyl-1,3,5-triazin-2-yl)phenyl)ethanone